9,9-diphenyl-9H-fluoren-3-amine C1(=CC=CC=C1)C1(C2=CC=CC=C2C=2C=C(C=CC12)N)C1=CC=CC=C1